3-(5-methoxy-1-((4-(methoxy-d3)phenyl)sulfonyl)-1H-indol-3-yl)propionic acid COC=1C=C2C(=CN(C2=CC1)S(=O)(=O)C1=CC=C(C=C1)OC([2H])([2H])[2H])CCC(=O)O